4-(2-(((1r,3r)-3-cyanocyclobutyl)methyl)-5-methyl-1H-pyrrol-1-yl)benzonitrile C(#N)C1CC(C1)CC=1N(C(=CC1)C)C1=CC=C(C#N)C=C1